trans-4-((3-(methylcarbamoyl)-7-(trifluoromethyl)thieno[3,2-b]pyridin-5-yl)oxy)piperidine-1-carboxylic acid CNC(=O)C1=CSC=2C1=NC(=CC2C(F)(F)F)OC2CCN(CC2)C(=O)O